[3-[6-(1-methylpyrazol-4-yl)pyrazolo[1,5-a]pyrazin-4-yl]-1-piperidinyl]prop-2-en-1-one CN1N=CC(=C1)C=1N=C(C=2N(C1)N=CC2)C2CN(CCC2)C(C=C)=O